ethyl ether trichloride [Cl-].[Cl-].[Cl-].C(C)OCC